6-((S)-1-amino-1,3-dihydrospiro[indene-2,4'-piperidin]-1'-yl)-3-(2,2-dichloro-1-phenylcyclopropyl)-1,5-dihydro-4H-pyrazolo[3,4-d]pyrimidin-4-one N[C@@H]1C2=CC=CC=C2CC12CCN(CC2)C=2NC(C1=C(N2)NN=C1C1(C(C1)(Cl)Cl)C1=CC=CC=C1)=O